C(C)(C)(C)OC(=O)N1CCN(CC1)C1=NC=C(C=N1)[N+](=O)[O-] 4-(5-Nitropyrimidin-2-yl)piperazine-1-carboxylic acid tert-butyl ester